N1=CN=C2NC=NC2=C1C=1C(=NC=CC1)NC=1C=CC(=C(C1)NC(C1=CC(=CC(=C1)C(F)(F)F)C(C)(C)C#N)=O)F N-(5-(3-(9H-purin-6-yl)pyridin-2-ylamino)-2-fluorophenyl)-3-(2-cyanopropan-2-yl)-5-(trifluoromethyl)benzamid